ClC=1C=C(C=CC1)C1=NC=2C(=NC(=CC2C)N2CCNCC2)N1C1=CC=NC=C1 1-[2-(3-chlorophenyl)-7-methyl-3-(pyridin-4-yl)-3H-imidazo[4,5-b]pyridin-5-yl]piperazine